4-chloro-1-((4-fluoro-1-isobutyrylpiperidin-4-yl)methyl)-N-(5-((4-fluorophenyl)ethynyl)-3-methylpyridin-2-yl)-1H-pyrazole-5-carboxamide ClC=1C=NN(C1C(=O)NC1=NC=C(C=C1C)C#CC1=CC=C(C=C1)F)CC1(CCN(CC1)C(C(C)C)=O)F